N-(4-((2-(6-(2,2,2-trifluoroethyl)quinazolin-4-yl)-2,7-diazaspiro[3.5]nonan-7-yl)methyl)phenyl)ethanesulfonamide FC(CC=1C=C2C(=NC=NC2=CC1)N1CC2(C1)CCN(CC2)CC2=CC=C(C=C2)NS(=O)(=O)CC)(F)F